trans-N-(8-amino-6-(3-(hydroxymethyl)-5-methyl-1H-pyrazol-4-yl)isoquinolin-3-yl)-2-cyanocyclopropane-1-carboxamide NC=1C=C(C=C2C=C(N=CC12)NC(=O)[C@H]1[C@@H](C1)C#N)C=1C(=NNC1C)CO